Cl.ClC1=CC2=C(NC(=N2)CN)C=C1 1-(5-chloro-1H-benzimidazol-2-yl)methanamine hydrogen chloride